C1(=CCCCC1)B(O)O (cyclohex-1-en-1-yl)boronic acid